methyl 16-(((((3aR,4R,6R,6aR)-6-(4-aminopyrrolo[2,1-f][1,2,4]triazin-7-yl)-6-cyano-2,2-dimethyltetrahydrofuro[3,4-d][1,3]dioxol-4-yl)methoxy)(hydroxy)phosphoryl)oxy)hexadecanoate NC1=NC=NN2C1=CC=C2[C@@]2(O[C@@H]([C@@H]1[C@H]2OC(O1)(C)C)COP(=O)(O)OCCCCCCCCCCCCCCCC(=O)OC)C#N